1-ethoxy-4-(1-phenylvinyl)benzene C(C)OC1=CC=C(C=C1)C(=C)C1=CC=CC=C1